ClC1=CC=C(C=C1)CC(CC1=CC=C(C=C1)Cl)(S)S 1,3-di(p-chlorophenyl)propane-2,2-dithiol